C1(CC1)[C@H](C)NC(=O)C1=NC=C(C(=C1)C1=CC(=CC(=C1)F)F)C(=O)N N2-[(1S)-1-cyclopropylethyl]-4-(3,5-difluorophenyl)pyridine-2,5-dicarboxamide